N1=C(C=CC=C1)C(CCCCC1=NC=CC=C1)Br 1,5-dipyridyl-bromopentane